FC1=C(C=CC(=C1)F)C1=C(C=2N(C(=N1)N)C=NN2)C2=CC(=NC(=C2)C(F)(F)F)C 7-(2,4-difluorophenyl)-8-(2-methyl-6-(trifluoromethyl)pyridin-4-yl)-[1,2,4]triazolo[4,3-c]pyrimidin-5-amine